(3-Benzyl-4-(hydroxymethyl)thiazol-2(3H)-ylidene)-1H-pyrrolo[2,3-b]pyridine-3-carboxamide C(C1=CC=CC=C1)N1C(SC=C1CO)=NC(=O)C1=CNC2=NC=CC=C21